FC1(CCNCC1)C1=C2C(=NC=C1)NC(=N2)C2CCOCC2 7-(4-fluoro-4-piperidyl)-2-tetrahydropyran-4-yl-3H-imidazo[4,5-b]pyridine